2-((cis)-3-Hydroxycyclobutoxy)acetic acid tert-butyl ester C(C)(C)(C)OC(CO[C@@H]1C[C@@H](C1)O)=O